ClC=1C=C(C=2N(N1)C=CN2)N2C1CC(C2)C1 2-(6-chloroimidazo[1,2-b]pyridazin-8-yl)-2-azabicyclo[2.1.1]hexane